C1(CC1)NC1=CC=C(C(=N1)F)C1=NN(C=C1C(=O)N[C@@H]1C(NC2=C(C(=N1)C1=CC=CC=C1)C=CC=C2F)=O)C2CCOCC2 3-[6-(cyclopropylamino)-2-fluoropyridin-3-yl]-N-[(3S)-9-fluoro-2-oxo-5-phenyl-2,3-dihydro-1H-1,4-benzodiazepine-3-Yl]-1-(oxacyclohex-4-yl)-1H-pyrazole-4-carboxamide